4-(tert-butyloxycarbonyl-amino)cyclohexanol C(C)(C)(C)OC(=O)NC1CCC(CC1)O